8-(4-(4-(2-((2-(2,6-dioxopiperidin-3-yl)-1-oxoisoindolin-5-yl)amino)ethyl)piperazin-1-yl)piperidin-1-yl)-9-ethyl-6,6-dimethyl-11-oxo-6,11-dihydro-5H-benzo[b]carbazole-3-carbonitrile O=C1NC(CCC1N1C(C2=CC=C(C=C2C1)NCCN1CCN(CC1)C1CCN(CC1)C=1C(=CC2=C(C(C=3NC4=CC(=CC=C4C3C2=O)C#N)(C)C)C1)CC)=O)=O